1-(3-(4-(cyclopropylsulfonyl)piperazine-1-carbonyl)-6,7-dimethoxyquinolin-4-yl)-4-methylpiperidine-4-carbonitrile C1(CC1)S(=O)(=O)N1CCN(CC1)C(=O)C=1C=NC2=CC(=C(C=C2C1N1CCC(CC1)(C#N)C)OC)OC